FC1(CCN(CC1)CC(=O)O)F 2-(4,4-difluoro-1-piperidyl)acetic acid